7-Decahydronaphthalenedimethanol C1(CCCC2CCC(CC12)CO)CO